FC1=C(C(=C(C(=[N+]1[O-])F)F)F)F Pentafluoropyridine N-Oxide